ClC=1C=C2C(=CC1)C(OC21CCN(CC1)CC=1C=NN(C1)C1=CC=CC=C1)C(=O)O 5-chloro-1'-[(1-phenylpyrazol-4-yl)methyl]spiro[1H-isobenzofuran-3,4'-piperidine]-1-carboxylic acid